tert-butyl 4-[5-(methoxycarbonyl)pyridin-2-yl]piperazine-1-carboxylate COC(=O)C=1C=CC(=NC1)N1CCN(CC1)C(=O)OC(C)(C)C